OCC(C(C)C)NC(=O)C=1C=CC=2N(C3=CC=C(C=C3C2C1)C)C1=CC=C(C=C1)C(F)(F)F N-(1-hydroxy-3-methylbutan-2-yl)-6-methyl-9-[4-(trifluoromethyl)-phenyl]-9H-carbazole-3-carboxamide